C(CC)OC(=O)C1(CCC(CC1)=O)NC(CC1=C(C=C(C=C1C)Cl)C)=O 1-[[2-(4-chloro-2,6-dimethylphenyl)acetyl]amino]-4-oxo-cyclohexanecarboxylic acid propyl ester